5-(3-(4-fluorophenyl)-1,2,4-oxadiazol-5-yl)-1-(pyridin-3-ylmethyl)pyridin-2(1H)-one FC1=CC=C(C=C1)C1=NOC(=N1)C=1C=CC(N(C1)CC=1C=NC=CC1)=O